ClC=1C=C(C=NC1C1=NC=C(C=N1)F)N 5-chloro-6-(5-fluoropyrimidin-2-yl)pyridin-3-amine